6-(5-(4-(2-(2-Aminopyridin-3-yl)-5-phenyl-3H-imidazo[4,5-b]pyridin-3-yl)benzyl)-2,5-diazabicyclo[2.2.2]octan-2-yl)pyrimidine-4-carbonitrile NC1=NC=CC=C1C1=NC=2C(=NC(=CC2)C2=CC=CC=C2)N1C1=CC=C(CN2C3CN(C(C2)CC3)C3=CC(=NC=N3)C#N)C=C1